((2R,3S,4R,5R)-5-cyano-3,4-dihydroxy-5-(4-pentanamido pyrrolo[2,1-f][1,2,4]triazin-7-yl) tetrahydrofuranyl) methylpropionate CC(C(=O)O[C@H]1O[C@]([C@@H]([C@@H]1O)O)(C1=CC=C2C(=NC=NN21)NC(CCCC)=O)C#N)C